N-(2-(3-(10-methylanthracen-9-yl)propionamido)ethyl)-1,4-diazabicyclo[2.2.2]Octane-2-carboxamide CC1=C2C=CC=CC2=C(C2=CC=CC=C12)CCC(=O)NCCNC(=O)C1N2CCN(C1)CC2